C(C)(C)(C)OC(=O)N1CCC(CC1)N1C(=NC2=C1C=CC(=C2)F)CC 4-(2-ethyl-5-fluoro-1H-benzo[d]imidazol-1-yl)piperidine-1-carboxylic acid tert-butyl ester